C(C)(=O)OCC(COC(C)=O)=CC(=O)NCCC1=CNC2=CC=C(C=C12)Cl 2-(2-((2-(5-chloro-1H-indol-3-yl)ethyl)amino)-2-oxoethylidene)propane-1,3-diyl diacetate